5-chloro-2-(2,5-dimethyl-1H-pyrrol-1-yl)-7-methoxythiazolo[4,5-b]pyridine ClC1=CC(=C2C(=N1)N=C(S2)N2C(=CC=C2C)C)OC